monomethyl 2,3-dichloromaleate Cl/C(/C(=O)OC)=C(/C(=O)[O-])\Cl